CC1=C(C(=C(C1([Hf]C=1CC=2C=C3C(=CC2C1CC(C)(C)C)C=CC=C3)C)C)C)C pentamethylcyclopentadienyl(1-neopentyl-benz[f]indenyl)hafnium